cyclopentadienyl-(1,4,7-trimethylindenyl)zirconium dichloride [Cl-].[Cl-].C1(C=CC=C1)[Zr+2]C=1C(C2=C(C=CC(=C2C1)C)C)C